ClC(C(O[C@H]1[C@H](OC(C2=CC=CC=C2)=O)[C@@H](OC(C2=CC=CC=C2)=O)[C@H](O[Si](C)(C)C(C)(C)C)[C@H](O1)C(=O)[O-])=N)(Cl)Cl 2,3-Di-O-benzoyl-4-O-(tert-butyldimethyl silyl)-β-D-glucopyranosyluronate trichloroacetimidate